S1C(=NC2=C1C=CC=C2)NC2=C(C=C(N=N2)N(C=2SC(=C(N2)C(=O)O)CCCOC2=C(C=C(C=C2)C#CCN(C)C)F)C)C 2-[[6-(1,3-benzothiazol-2-ylamino)-5-methyl-pyridazin-3-yl]-methyl-amino]-5-[3-[4-[3-(dimethylamino)prop-1-ynyl]-2-fluoro-phenoxy]propyl]thiazole-4-carboxylic acid